BrC1=C(C=C(C(=O)N2[C@@H]3CN([C@H](C2)C3)C(=O)OC(C)(C)C)C=C1)F (1S,4S)-tert-butyl 5-(4-bromo-3-fluorobenzoyl)-2,5-diazabicyclo[2.2.1]heptane-2-carboxylate